2,4,6-tri(3'-(pyridin-3-yl)biphenyl-3-yl)-1,3,5-triazine N1=CC(=CC=C1)C=1C=C(C=CC1)C1=CC(=CC=C1)C1=NC(=NC(=N1)C=1C=C(C=CC1)C1=CC(=CC=C1)C=1C=NC=CC1)C=1C=C(C=CC1)C1=CC(=CC=C1)C=1C=NC=CC1